(R)-N-(2-(1-(3,5'-dichloro-4-((3,5-difluoropyridin-2-yl)methoxy-d2)-6-methyl-2-oxo-2H-[1,4'-bipyridyl]-2'-yl)-4-fluoro-1H-pyrazol-3-yl)propan-2-yl)acetamide ClC=1C(N(C(=CC1OC([2H])([2H])C1=NC=C(C=C1F)F)C)C1=CC(=NC=C1Cl)N1N=C(C(=C1)F)C(C)(C)NC(C)=O)=O